rac-(2S,4R)-2-(2-(4-chloro-7-(difluoromethyl)-6-(4-morpholinophenyl)-2H-indazol-2-yl)-3-ethoxy-3-oxopropanoyl)-4-fluoropyrrolidine-1-carboxylic acid tert-butyl ester C(C)(C)(C)OC(=O)N1[C@@H](C[C@H](C1)F)C(C(C(=O)OCC)N1N=C2C(=C(C=C(C2=C1)Cl)C1=CC=C(C=C1)N1CCOCC1)C(F)F)=O |r|